1,3-bis(3-methoxyphenyl)urea COC=1C=C(C=CC1)NC(=O)NC1=CC(=CC=C1)OC